FC1(CN(CC[C@H]1NC1=NN2C(C(=N1)OC)=C(C(=C2)F)C=2C=C(C1=C(N(C=N1)CC(F)F)C2)F)C2COC2)F (R)-N-(3,3-Difluoro-1-(oxetan-3-yl)piperidin-4-yl)-5-(1-(2,2-difluoroethyl)-4-fluoro-1H-benzo[d]imidazol-6-yl)-6-fluoro-4-methoxypyrrolo[2,1-f][1,2,4]triazin-2-amine